sodium isobutyl naphthalenesulphonate C1(=CC=CC2=CC=CC=C12)S(=O)(=O)OCC(C)C.[Na]